3-[4-(2-naphthyl)phenyl]-9-(2-naphthyl)-9H-carbazole C1=C(C=CC2=CC=CC=C12)C1=CC=C(C=C1)C=1C=CC=2N(C3=CC=CC=C3C2C1)C1=CC2=CC=CC=C2C=C1